FC1([C@@H](C[C@]2(CN(C(O2)=O)C2=NC=C(N=C2)C(C)(C)O)CC1)CN1C=NC2=C1C=C(C=C2)C#N)F 1-(((5S,7S)-8,8-difluoro-3-(5-(2-hydroxypropan-2-yl)pyrazin-2-yl)-2-oxo-1-oxa-3-azaspiro[4.5]decan-7-yl)methyl)-1H-benzo[d]imidazole-6-carbonitrile